BrC=1N=C(N(C1C=O)CCOC)C 4-Bromo-1-(2-methoxyethyl)-2-methyl-1H-imidazole-5-carbaldehyde